tert-butyl (1S,5S,6S)-3-(2,4-dimethoxybenzyl)-6-hydroxy-3,8-diazabicyclo[3.2.1]octane-8-carboxylate COC1=C(CN2C[C@@H]3C[C@@H]([C@H](C2)N3C(=O)OC(C)(C)C)O)C=CC(=C1)OC